N-(4,5-dihydroxy-2-nitrophenyl-ethyl)-2-(2-(2-methoxyethoxy)ethoxy)acetamide OC1=CC(=C(C=C1O)CCNC(COCCOCCOC)=O)[N+](=O)[O-]